(R)-1-(difluoromethylene)-5-(5-methyl-3-((tetrahydrofuran-3-yl)amino)-1,2,4-triazine-6-yl)-2,3-dihydro-1H-indene-4-ol FC(=C1CCC=2C(=C(C=CC12)C1=C(N=C(N=N1)N[C@H]1COCC1)C)O)F